racemic-3-(((4-(4-(1,1-difluoroethyl)phenyl)phthalazin-1-yl)amino)methyl)tetrahydrofuran-3-ol FC(C)(F)C1=CC=C(C=C1)C1=NN=C(C2=CC=CC=C12)NC[C@]1(COCC1)O |r|